2-[2-(aminomethyl)-3,3-difluoro-allyl]-4-[5-methyl-6-[6-(trifluoromethyl)-3-pyridyl]-3-pyridyl]-1,2,4-triazol-3-one NCC(CN1N=CN(C1=O)C=1C=NC(=C(C1)C)C=1C=NC(=CC1)C(F)(F)F)=C(F)F